ClC=1C=CC(=C(C1)C1=C(C=NC(=C1)C)C(=O)NC=1SC=2C(=NC=C(N2)C2=CC=C(C=C2)C#N)N1)OC([2H])([2H])[2H] 4-(5-chloro-2-(methoxy-d3)phenyl)-N-(6-(4-cyanophenyl)thiazolo[4,5-b]pyrazin-2-yl)-6-methylpyridine-3-carboxamide